4-phenyl-2-(2-bromophenyl)aminothiazole-5-carboxamide C1(=CC=CC=C1)C=1N=C(SC1C(=O)N)NC1=C(C=CC=C1)Br